4-(5-(naphthalen-2-yloxy)pentan-2-yl)pyridine tert-butyl-(E)-2-(4-(trifluoromethyl)styryl)-6-azaspiro[3.4]octane-6-carboxylate C(C)(C)(C)OC(=O)N1CC2(CC(C2)\C=C\C2=CC=C(C=C2)C(F)(F)F)CC1.C1=C(C=CC2=CC=CC=C12)OCCCC(C)C1=CC=NC=C1